CC(C/C=C/C=1C=C(C=C(C1)O)O)CCC=C(C)C (E)-5-(4,8-dimethylnon-1,7-dienyl)benzene-1,3-diol